CC1CC(CC1)C(=O)OC(=O)C1CC(CC1)C 3-methyl-cyclopentanecarboxylic anhydride